O1C(CCCC1)OC1(CC1)[C@@H](CO)NC1COCC1 (2R)-2-[1-(oxan-2-yloxy)cyclopropyl]-2-(oxolan-3-ylamino)ethanol